2-((5-(1,2,4-Oxadiazol-3-yl)isoindolin-2-yl)methyl)-5-((1-(methylsulfonyl)-piperidin-4-yl)methoxy)-4H-pyran-4-one O1N=C(N=C1)C=1C=C2CN(CC2=CC1)CC=1OC=C(C(C1)=O)OCC1CCN(CC1)S(=O)(=O)C